2,2'-(((1,1,3,3-tetramethyldisiloxane-1,3-diyl)bis(methylene))bis(sulfanediyl))bis(pyrimidine-5-carbaldehyde) C[Si](O[Si](C)(C)CSC1=NC=C(C=N1)C=O)(C)CSC1=NC=C(C=N1)C=O